((1R,4R)-4-(5-bromo-6-(difluoromethoxy)-2H-indazol-2-yl)cyclohexyl)methanol BrC1=CC2=CN(N=C2C=C1OC(F)F)C1CCC(CC1)CO